COC1=CC(=CC2=C1NCN2C)C(=O)N 7-methoxy-3-methyl-2,3-dihydro-1H-benzo[d]imidazole-5-carboxamide